O1COC2=C1C=CC(=C2)C(NC(CCC)=O)C2=CC(=C1C=CC=NC1=C2OC)Cl N-(benzo[d][1,3]dioxol-5-yl(5-chloro-8-methoxyquinolin-7-yl)methyl)butyramide